O=S1(CCC(CC1)NC1=CC=CC2=C1S(C(=C2CC)C#CC)=O)=O 3-(7-((1,1-dioxidotetrahydro-2H-thiopyran-4-yl)amino)-3-ethyl-1-oxidobenzo[b]thiophen-2-yl)prop-2-yn